COC1=C(C=CC(=C1)S(=O)(=O)C)NCC#CC1=C(C2=C(S1)C(=CC=C2)NC2CCN(CCC2)C)CC(F)(F)F N-(2-(3-((2-methoxy-4-(methylsulfonyl)phenyl)amino)prop-1-yn-1-yl)-3-(2,2,2-trifluoroethyl)benzo[b]thiophen-7-yl)-1-methylazepan-4-amine